2-chloro-3-(hydroxymethyl)-1-cyclohexene-1-formaldehyde ClC1=C(CCCC1CO)C=O